C1(=CCC1)C(=O)N1CC(C1)C1=NN(C2=NC=CN=C21)C2=CC=C(C=C2)OC(F)(F)F Cyclobut-1-en-1-yl(3-(1-(4-(trifluoromethoxy)phenyl)-1H-pyrazolo[3,4-b]pyrazin-3-yl)azetidin-1-yl)methanone